(S)-N1-(2-((1-(4-chloro-2-fluorophenyl)pyrrolidin-3-yl)(methyl)amino)phenyl)-N4,N4-dimethylbenzene-1,4-disulfonamide ClC1=CC(=C(C=C1)N1C[C@H](CC1)N(C1=C(C=CC=C1)NS(=O)(=O)C1=CC=C(C=C1)S(=O)(=O)N(C)C)C)F